N1(C=NC=C1)C1=CC(=CC=2N1C(NN2)=O)I 5-(1H-imidazol-1-yl)-7-iodo-[1,2,4]triazolo[4,3-a]pyridin-3(2H)-one